4-n-propyl-4-cyclohexene-1,2-dicarboxylic acid anhydride C(CC)C=1CC2C(CC1)C(=O)OC2=O